FC1=CC=CC2=C1N=C(S2)[C@H]2N(CCC1=C2NC=N1)C(=O)C=1C=NN2C1C=CC=C2 (S)-(4-(4-fluorobenzo[d]thiazol-2-yl)-6,7-dihydro-3H-imidazo[4,5-c]pyridin-5(4H)-yl)(pyrazolo[1,5-a]pyridin-3-yl)methanone